CC=1N=C2N(N=C(C=C2C)C=2C=CC=C3C(=CC(NC23)=O)N2CCNCC2)C1 8-[2,8-dimethylimidazo[1,2-b]pyridazin-6-yl]-4-(piperazin-1-yl)-1H-quinolin-2-one